6,7-dichloro-3-ethyl-2-((S)-1-((S)-6-methyl-1,4-diazepan-1-yl)butyl)quinazolin-4(3H)-one ClC=1C=C2C(N(C(=NC2=CC1Cl)[C@H](CCC)N1CCNC[C@@H](C1)C)CC)=O